C(C)N1CCN(CC1)CC=1C=CC(=NC1)NC1=NC=C(C(=N1)C1=CC2=C(N=C(N2C(C)C)C)C(=C1)F)F [5-(4-ethyl-piperazin-1-ylmethyl)-pyridin-2-yl]-[5-fluoro-4-(7-fluoro-3-isopropyl-2-methyl-3H-benzimidazol-5-yl)-pyrimidin-2-yl]-amine